1-(4-((2-((3S,4S)-4-amino-3-methyl-2-oxa-8-azaspiro[4.5]decan-8-yl)pyrido[2,3-b]pyrazin-6-yl)thio)-3-chloropyridin-2-yl)pyrrolidin-3-ol sodium [Na].N[C@@H]1[C@@H](OCC12CCN(CC2)C=2N=C1C(=NC2)N=C(C=C1)SC1=C(C(=NC=C1)N1CC(CC1)O)Cl)C